FC=1C(C(=C(C2=C(C(C(=C(C12)F)F)=C(C#N)C#N)F)F)F)=C(C#N)C#N 2,2'-(1,3,4,5,7,8-Hexafluoro-2,6-naphthalenediylidene)bis-propanedinitrile